FC(CN1[C@H](CN(CC1)CC1=CC=2N(C=C1)N=CC2N2C(NC(CC2)=O)=O)C)(COC)F (S)-1-(5-((4-(2,2-difluoro-3-methoxypropyl)-3-methylpiperazin-1-yl)methyl)pyrazolo[1,5-a]pyridin-3-yl)dihydropyrimidine-2,4(1H,3H)-dione